5-fluoro-3,4-dihydroisoquinolin-1(2H)-one FC1=C2CCNC(C2=CC=C1)=O